benzylthio-propionate C(C1=CC=CC=C1)SC(C(=O)[O-])C